CC1=C(C(CCC1)(C)C)\C=C\C(=C\C=C\C(=C\C=C\C=C(\C=C\C=C(\C=C\C1=C(CCCC1(C)C)C)/C)/C)\C)\C 1,3,3-trimethyl-2-[(1E,3E,5E,7E,9E,11E,13E,15E,17E)-3,7,12,16-tetramethyl-18-(2,6,6-trimethylcyclohexen-1-yl)octadeca-1,3,5,7,9,11,13,15,17-nonaenyl]cyclohexene